2-chloro-9-([4-[1-ethyl-4-(trifluoromethyl)imidazol-2-yl]phenyl]methyl)-7H-purin-8-one ClC1=NC=C2NC(N(C2=N1)CC1=CC=C(C=C1)C=1N(C=C(N1)C(F)(F)F)CC)=O